CC1CN(CCC1)CC=1N=C(SC1)NC(=O)C=1N(C=CC1)CC1=CC=NC=C1 N-[4-[(3-methyl-1-piperidinyl)methyl]2-thiazolyl]-1-(4-pyridinylmethyl)-1H-pyrrole-2-carboxamide